F[C@@H]1CNCC[C@H]1N1C=C(C=2C1=NC=C(C2)N2C(NC(CC2)=O)=O)C 1-(1-((3R,4R)-3-Fluoropiperidin-4-yl)-3-methyl-1H-pyrrolo[2,3-b]pyridin-5-yl)dihydropyrimidine-2,4(1H,3H)-dione